FC=1C=C(C=CC1O)C=1NC2=NC=CC=C2C1 2-(3-fluoro-4-hydroxyphenyl)-7-azaindole